1-(3-pyridyl)-1-propanamine dihydrochloride Cl.Cl.N1=CC(=CC=C1)C(CC)N